m-benzyl-bromophenylboronic acid C(C1=CC=CC=C1)C=1C(=C(C=CC1)B(O)O)Br